7-chloro-2-(2,4-dimethoxybenzyl)-1-oxo-2,3-dihydro-1H-pyrrolo[3,4-c]Pyridine-4-carbonitrile ClC=1C2=C(C(=NC1)C#N)CN(C2=O)CC2=C(C=C(C=C2)OC)OC